N-((S)-5-methyl-4-oxo-2,3,4,5-tetrahydrobenzo[b][1,4]oxazepin-3-yl)-6-(perfluoroethyl)-5,6,7,8-tetrahydro-[1,2,4]triazolo[4,3-a]pyridine-3-carboxamide CN1C2=C(OC[C@@H](C1=O)NC(=O)C1=NN=C3N1CC(CC3)C(C(F)(F)F)(F)F)C=CC=C2